Cl[Si](C)(C)Cl dichloro(dimethylsilane)